The molecule is the (R)-enantiomer of 13-HPODE It derives from an octadeca-9,11-dienoic acid. It is a conjugate acid of a 13(R)-HPODE(1-). It is an enantiomer of a 13(S)-HPODE. CCCCC[C@H](/C=C/C=C\\CCCCCCCC(=O)O)OO